6-[7,7-difluoro-2-[(2S,3R)-3-hydroxy-2-methyl-azetidin-1-yl]-5,6-dihydrocyclopenta[d]pyrimidin-4-yl]-1'-methyl-spiro[2H-benzofuran-3,4'-imidazolidine]-2'-one FC1(CCC2=C1N=C(N=C2C2=CC1=C(C=C2)C2(NC(N(C2)C)=O)CO1)N1[C@H]([C@@H](C1)O)C)F